FC1=CC=C(C=C1)N1N=C(C=C1S(=O)(=O)C)C(=O)NC1=CC(=C(C=C1)C)C#CC1=CN=C2N1N=CC=C2 1-(4-fluorophenyl)-N-(3-(imidazo[1,2-b]pyridazin-3-ylethynyl)-4-methylphenyl)-5-(methylsulfonyl)-1H-pyrazole-3-carboxamide